(S)-1-(3-amino-4-methoxypyrazolo[1,5-a]pyridin-5-yl)-2,2,2-trifluoroethan-1-ol hydrochloride Cl.NC=1C=NN2C1C(=C(C=C2)[C@@H](C(F)(F)F)O)OC